(S)-1-(5-((2,3-dihydro-1H-inden-4-yl)thio)pyrazin-2-yl)-4'H,6'H-spiro[piperidine-4,5'-pyrrolo[1,2-b]pyrazol]-4'-amine C1CCC2=C(C=CC=C12)SC=1N=CC(=NC1)N1CCC2([C@@H](C=3N(N=CC3)C2)N)CC1